BrC1=CC2=C(NC(N2)=O)C=C1 5-bromo-2-oxo-2,3-dihydro-1H-benzo[d]imidazol